C[C@H]1C[C@H](CN(C1)C1=CC=NC2=NC=CN=C21)NC(OC(C)(C)C)=O tert-butyl (3R,5S)-5-methyl-1-(pyrido[2,3-b]pyrazin-8-yl)piperidin-3-ylcarbamate